C(C)(C)(C)C=1C(=C(C=C(C1)C)CCCOP1OC2=C(C3=C(O1)C(=CC(=C3)C(C)(C)C)C(C)(C)C)C=C(C=C2C(C)(C)C)C(C)(C)C)O 6-[3-(3-t-butyl-hydroxy-5-methylphenyl)propoxy]-2,4,8,10-tetra-t-butyldibenzo[d,f][1,3,2]dioxaphosphepin